tert-butyl N-(5-fluoro-2,4-dimethyl-3-nitro-phenyl)carbamate FC=1C(=C(C(=C(C1)NC(OC(C)(C)C)=O)C)[N+](=O)[O-])C